3-(1-oxo-5-(((S)-2-oxocyclohexyl)oxy)isoindolin-2-yl)piperidine-2,6-dione O=C1N(CC2=CC(=CC=C12)O[C@@H]1C(CCCC1)=O)C1C(NC(CC1)=O)=O